(3-(phenanthrene-4-yl)phenyl)boronic acid C1=CC=C(C=2C3=CC=CC=C3C=CC12)C=1C=C(C=CC1)B(O)O